BrC=1C=C(CC2=NNC(C3=CC=CC=C23)=O)C=CC1C(F)(F)F 4-(3-bromo-4-(trifluoromethyl)benzyl)phthalazin-1(2H)-one